N-(2,2-Difluoroethyl)-4-(3-isopropyl-2-(8-methoxy-[1,2,4]triazolo[1,5-a]pyridin-6-yl)-1H-indol-5-yl)-N-methylcyclohexan-1-amin FC(CN(C1CCC(CC1)C=1C=C2C(=C(NC2=CC1)C=1C=C(C=2N(C1)N=CN2)OC)C(C)C)C)F